S1SC(CC1)(CC(=O)O)CC(=O)O dithiolidinediacetic acid